O1CCN(CC1)CCS(=O)(=O)O 2-Morpholinoethanesulfonic acid